[W].[Pt].[Pd] palladium-platinum-tungsten